C(C)(C)(C)OC(=O)N1CCC(CC1)OCCC#CC1=CC2=C(N(C(N2C)=O)C2C(NC(CC2)=O)=O)C=C1.N(=NC1=CC=CC=C1)C1=CC=CC=C1 azoBenzene tert-butyl-4-((4-(1-(2,6-dioxopiperidin-3-yl)-3-methyl-2-oxo-2,3-dihydro-1H-benzo[d]imidazol-5-yl)but-3-yn-1-yl)oxy)piperidine-1-carboxylate